2-amino-N-methoxy-N-methyl-6-(trifluoromethyl)benzamide NC1=C(C(=O)N(C)OC)C(=CC=C1)C(F)(F)F